[Si](C1=CC=CC=C1)(C1=CC=CC=C1)(C(C)(C)C)OCC1=C[C@H]([C@H]2[C@@H]1OC(O2)(C)C)N2C=CC1=C2N=C(N=C1)Cl 7-((3aS,4R,6aR)-6-(((tert-butyldiphenylsilyl)oxy)methyl)-2,2-dimethyl-3a,6a-dihydro-4H-cyclopenta[d][1,3]dioxol-4-yl)-2-chloro-7H-pyrrolo[2,3-d]pyrimidine